C(C)(=O)[C@H]1N(C[C@H](C1)C1=C(C(=CC=C1OC)Cl)Cl)C(CNC(OC(C)(C)C)=O)=O tert-butyl N-[2-[(2S,4R)-2-acetyl-4-(2,3-dichloro-6-methoxyphenyl)pyrrolidin-1-yl]-2-oxoethyl]carbamate